N[C@@H](CC1=CC=C(C=C1)O)C(=O)N[C@@H](CC1=CC=CC=C1)C(=O)O L-tyrosyl-phenylalanine